BrC1=C(C(=O)O)C=C(C=C1)OC(C)CC 2-bromo-5-(sec-butoxy)benzoic acid